4-[2,6-difluoro-4-(1H-indol-6-yl)-phenoxy]-butyric acid ethyl ester C(C)OC(CCCOC1=C(C=C(C=C1F)C1=CC=C2C=CNC2=C1)F)=O